1-[3-[4-[3-[bis(2-hydroxydodecyl)amino]propyl]piperazin-1-yl]propyl-(2-hydroxydodecyl)amino]dodecan-2-ol OC(CN(CCCN1CCN(CC1)CCCN(CC(CCCCCCCCCC)O)CC(CCCCCCCCCC)O)CC(CCCCCCCCCC)O)CCCCCCCCCC